FC=1C=C(C(=O)[O-])C=C(C1)C=1C(=NOC1C(C)C)C 3-fluoro-5-(5-isopropyl-3-methylisoxazol-4-yl)benzoate